1,8-Bis(Triethoxysilyl)octan C(C)O[Si](CCCCCCCC[Si](OCC)(OCC)OCC)(OCC)OCC